3-((2S)-2-hydroxy-3-(8-(naphthalen-2-ylsulfonyl)-1-oxa-8-azaspiro[4.5]decan-3-ylamino)propoxy)-N-(2-methoxyethyl)-N-methylbenzenesulfonamide O[C@H](COC=1C=C(C=CC1)S(=O)(=O)N(C)CCOC)CNC1COC2(C1)CCN(CC2)S(=O)(=O)C2=CC1=CC=CC=C1C=C2